N-(2-(((2-cyanopyrimidin-5-yl)methyl)amino)pyridin-3-yl)-4-methyl-1,2,5-oxadiazole-3-carboxamide C(#N)C1=NC=C(C=N1)CNC1=NC=CC=C1NC(=O)C1=NON=C1C